OC1(CCC1)CNCC=1C=CC=2N(C1)C=C(N2)CN2N=NC(=C2)C2=C1C=NNC1=CC(=C2)O 4-[1-[[6-[[(1-hydroxycyclobutyl)methylamino]methyl]imidazo[1,2-a]pyridin-2-yl]methyl]triazol-4-yl]-1H-indazol-6-ol